di-tert-butyl (2-((5-chloro-7-morpholino-3H-imidazo[4,5-b]pyridin-3-yl)methyl)propane-1,3-diyl)dicarbamate ClC1=CC(=C2C(=N1)N(C=N2)CC(CNC(OC(C)(C)C)=O)CNC(OC(C)(C)C)=O)N2CCOCC2